4-Hydroxy-4-methylpiperidine-1-carboxylic acid (4-methoxy-7-morpholin-4-yl-thiazolo[4,5-c]pyridin-2-yl)-amide COC1=NC=C(C2=C1N=C(S2)NC(=O)N2CCC(CC2)(C)O)N2CCOCC2